N(=C=S)CCCCCCCCNP(OCC)(OCC)=O Diethyl (8-isothiocyanatooctyl)phosphoramidate